Tert-Butyl (2-(morpholin-2-yl)propan-2-yl)carbamate N1CC(OCC1)C(C)(C)NC(OC(C)(C)C)=O